1-(6-(4-(5-Chloro-6-methyl-1H-indazol-4-yl)-3-(6,7-dihydropyrazolo[1,5-a]pyrazin-5(4H)-yl)-5-methyl-1H-pyrazol-1-yl)-2-azaspiro[3.3]heptan-2-yl)prop-2-en-1-one ClC=1C(=C2C=NNC2=CC1C)C=1C(=NN(C1C)C1CC2(CN(C2)C(C=C)=O)C1)N1CC=2N(CC1)N=CC2